CO[C@H]1CC(N(C1)C(=O)OC(C)(C)C)C=1N=C2N(C=C(N=C2)NC(=O)C=2C=C3C=NN(C3=CC2)C)C1 tert-butyl (4S)-4-methoxy-2-[6-(1-methylindazole-5-amido) imidazo[1,2-a]pyrazin-2-yl]pyrrolidine-1-carboxylate